rac-(1S*,2S*)-N-(2-acetyl-5-bromophenyl)-2-(4-methylpyrimidin-2-yl)cyclopropane-1-carboxamide C(C)(=O)C1=C(C=C(C=C1)Br)NC(=O)[C@@H]1[C@H](C1)C1=NC=CC(=N1)C |r|